bis(dibenzofuranylphenyl)amine C1(=CC=CC=2OC3=C(C21)C=CC=C3)C3=C(C=CC=C3)NC3=C(C=CC=C3)C3=CC=CC=2OC1=C(C23)C=CC=C1